3-((4-bromo-2-methyl-1,1-dioxido-3-thioxo-2,3-dihydrobenzo[d]isothiazol-5-yl)oxy)-5-fluorobenzonitrile BrC1=C(C=CC2=C1C(N(S2(=O)=O)C)=S)OC=2C=C(C#N)C=C(C2)F